4-(3-((5-(Difluoromethyl)-2-((3-methyl-1-(1-methylpyrrolidin-3-yl)-1H-pyrazol-4-yl)amino)pyrimidin-4-yl)amino)propyl)-2,2-dimethyl-1,4-oxazepan-3-on FC(C=1C(=NC(=NC1)NC=1C(=NN(C1)C1CN(CC1)C)C)NCCCN1C(C(OCCC1)(C)C)=O)F